O[C@H]1C[C@@H]2CC[C@H]3[C@@H]4CC[C@H](C(CO)=O)[C@]4(CC[C@@H]3[C@]2(CC1)C)C 3a,21-dihydroxy-5α-pregnan-20-one